2-({4-[2-(5-chloropyridin-2-yl)-2-methyl-1,3-benzodioxol-4-yl]piperidin-1-yl}methyl)-1-[(2S)-oxetan-2-ylmethyl]-1H-benzimidazole-6-carboxylic acid methyl ester COC(=O)C=1C=CC2=C(N(C(=N2)CN2CCC(CC2)C2=CC=CC=3OC(OC32)(C)C3=NC=C(C=C3)Cl)C[C@H]3OCC3)C1